COC(C1=CC=C(C=C1)OCCOCCOCCOCCOCCN(C(=O)OC(C)(C)C)C(=O)OC(C)(C)C)=O methyl-4-[2-[2-[2-[2-[2-[bis(tert-butoxycarbonyl)amino]ethoxy] ethoxy]ethoxy]ethoxy] ethoxy]benzoate